[3-(acryloyloxy)propyl]phosphonic acid C(C=C)(=O)OCCCP(O)(O)=O